tert-butyl 4-(6-(1-isopropyl-1H-pyrazol-4-yl)pyrazolo[1,5-a]pyridin-3-yl)piperazine-1-carboxylate C(C)(C)N1N=CC(=C1)C=1C=CC=2N(C1)N=CC2N2CCN(CC2)C(=O)OC(C)(C)C